ClC=1C=C(C=CC1)C1C(COCC1C)P(C1=CC=CC=C1)(C1=CC=CC=C1)=O (4-(3-chlorophenyl)-5-methyl-5,6-dihydro-dihydropyran-3-yl)diphenyl-phosphine oxide